9-bromo-7-(2,6-difluorophenyl)-5H-pyrimido[5,4-d][2]benzazepin BrC1=CC2=C(C3=C(CN=C2C2=C(C=CC=C2F)F)C=NC=N3)C=C1